C1(CC1)C(=O)OCCS(=O)(=O)NC(=O)C1=CC=C(C=C1)N1[C@@H]2C[C@H]([C@H](C1)C2)OCC=2C(=NOC2C2CC2)C2=C(C=CC=C2Cl)Cl 2-[({4-[(1S,4S,5R)-5-{[5-cyclopropyl-3-(2,6-dichlorophenyl)-1,2-oxazol-4-yl]methoxy}-2-azabicyclo[2.2.1]heptan-2-yl]phenyl}formamido) sulfonyl]ethyl cyclopropanecarboxylate